C1=NN=C2N1C1=CC=CC=C1C(=N2)N(C2=C(C=CC=C2)O)C 2-([1,2,4]triazolo[4,3-a]quinazolin-5-yl-(methyl)amino)phenol